BrC=1C=C(C=NC1)NC(=O)[C@H]1N(C[C@@H](C1)F)C(CN1N=C(C2=CC(=CC=C12)C1=CN=NC=C1)C(=O)N)=O 1-(2-((2S,4R)-2-(5-bromopyridin-3-ylcarbamoyl)-4-fluoropyrrolidin-1-yl)-2-oxoethyl)-5-(pyridazin-4-yl)-1H-indazole-3-carboxamide